2-(3-phenyl-3-methylcyclobutyl)-2-hydroxyethyl methacrylate C(C(=C)C)(=O)OCC(O)C1CC(C1)(C)C1=CC=CC=C1